FC=1C=C(C=C(C1)C=1C=NN(C1)C=1N=CSC1)CN (3-Fluoro-5-(1-(thiazol-4-yl)-1H-pyrazol-4-yl)phenyl)methylamine